NC[C@H]1C[C@H]([C@@H]2[C@H]1OC(O2)(C)C)N2C=C(C1=C2N=CN=C1NCC1=CC=C(C=C1)OC)CC 7-((3ar,4r,6r,6as)-6-(aminomethyl)-2,2-dimethyltetrahydro-4H-cyclopenta[d][1,3]dioxol-4-yl)-5-ethyl-N-(4-methoxybenzyl)-7H-pyrrolo[2,3-d]pyrimidin-4-amine